heptanethioic acid amide C(CCCCCC)(N)=S